Perhydro-Di-benzyltoluol C(C1CCCCC1)C=1C(=C(C=CC1)C)CC1CCCCC1